(3-fluorophenyl)-6-methoxy-1-(3-phenylpropyl)-1H-benzo[d]Imidazole FC=1C=C(C=CC1)C1=NC2=C(N1CCCC1=CC=CC=C1)C=C(C=C2)OC